C(C)S(=O)(=O)C=1C=C(C=NC1C=1OC2=C(N1)C=C(C=C2)SC(F)(F)F)N(C(C)=O)C N-[5-ethylsulfonyl-6-[5-(trifluoromethylsulfanyl)-1,3-benzooxazol-2-yl]-3-pyridinyl]-N-methyl-acetamide